NC1=NC(=CC(=N1)C=1C(=C(C#N)C=CC1)C)C1=CC(N(C=C1)CCC1=CC(=CC=C1)OC)=O 3-(2-amino-6-(1-(3-methoxyphenylethyl)-2-oxo-1,2-dihydropyridin-4-yl)pyrimidin-4-yl)-2-methylbenzonitrile